2-pyridylamine N1=C(C=CC=C1)N